2-(4-(3-((4-((3-Aminopropyl)amino)butyl)amino)propyl)phenyl)-7,8-dihydroxy-4H-chromen-4-one trihydrochloride Cl.Cl.Cl.NCCCNCCCCNCCCC1=CC=C(C=C1)C=1OC2=C(C(=CC=C2C(C1)=O)O)O